6-(2-chlorophenyl)-4,4-dimethyl-2,3-dihydro-1H-pyridine ClC1=C(C=CC=C1)C1=CC(CCN1)(C)C